COC=1C=C2C(N3C(=NC2=CC1)C=CC=C3)=O 2-Methoxypyrido[2,1-b]quinazolin-11-one